C(C)(=O)O[C@H](C(=O)Cl)C(C)C (S)-2-acetoxy-3-methylbutanoic acid chloride